3,5-difluoro-4-[5-methyl-3-(trifluoromethyl)pyrazol-1-yl]aniline FC=1C=C(N)C=C(C1N1N=C(C=C1C)C(F)(F)F)F